7-(4,4-difluoropiperidin-1-yl)-N-(3-(2,4-dioxotetrahydropyrimidin-1(2H)-yl)phenyl)heptylamide FC1(CCN(CC1)C(CCCCCC[NH-])C1=CC(=CC=C1)N1C(NC(CC1)=O)=O)F